4,5-dichloro-phthalonitrile ClC=1C=C(C(C#N)=CC1Cl)C#N